Cl.C(#N)C=1C=C(C=CC1O)C=1C=C2C(=NNC2=CC1)NC(=O)C1CCN(CC1)C N-[5-(3-cyano-4-hydroxyphenyl)-1H-indazol-3-yl]-1-methylpiperidine-4-carboxamide hydrochloride